NC1=NC2=CC=C(C=C2C=C1Br)C(=O)N([C@H](C)C1=NC=CC=N1)CC1=NC=C(C=C1)Cl 2-amino-3-bromo-N-((5-chloro-2-pyridinyl)methyl)-N-((1R)-1-(2-pyrimidinyl)ethyl)-6-quinolinecarboxamide